6-bromo-N-ethyl-4-hydroxy-pyrazolo[1,5-a]pyridine-3-carboxamide BrC=1C=C(C=2N(C1)N=CC2C(=O)NCC)O